ClC1=NC(=CC(=C1)C(C1CCC(CC1)N1CC(C1)N)(F)F)Cl 1-[4-[(2,6-dichloro-4-pyridyl)-difluoro-methyl]cyclohexyl]azetidin-3-amine